t-butyl-peroxycyclohexaneN C(C)(C)(C)OOC1=CCCCC1